5-chloro-1'-(2-{[2-(1-hydroxycyclopropyl)pyrimidin-5-yl]oxy}ethyl)-1,2-dihydrospiro[indole-3,4'-piperidin]-2-one ClC=1C=C2C(=CC1)NC(C21CCN(CC1)CCOC=1C=NC(=NC1)C1(CC1)O)=O